2-(6-(difluoromethoxy)pyridin-2-yl)-N-((1R,2R,4S)-7-(4-methoxybenzyl)-7-azabicyclo[2.2.1]heptan-2-yl)-4,5,6,7-tetrahydro-2H-indazole-5-carboxamide FC(OC1=CC=CC(=N1)N1N=C2CCC(CC2=C1)C(=O)N[C@H]1[C@H]2CC[C@@H](C1)N2CC2=CC=C(C=C2)OC)F